tert-Butyl 3-(4-amino-5-{2-[diisopropylcarbamoyl]phenyl}pyrrolo[2,1-f][1,2,4]triazin-7-yl)-2,5-dihydro-1H-pyrrole-1-carboxylate NC1=NC=NN2C1=C(C=C2C=2CN(CC2)C(=O)OC(C)(C)C)C2=C(C=CC=C2)C(N(C(C)C)C(C)C)=O